8-((1S,3S,5S)-3-amino-5-methylcyclohexyl)quinoxaline-5-carbonitrile N[C@@H]1C[C@H](C[C@@H](C1)C)C1=CC=C(C=2N=CC=NC12)C#N